N-{[4-({3-[cyclopropyl(oxetan-3-yl)amino]propyl}amino)-3-nitrophenyl]sulfonyl}-2-(1H-pyrrolo[2,3-b]pyridin-5-yloxy)benzamide C1(CC1)N(CCCNC1=C(C=C(C=C1)S(=O)(=O)NC(C1=C(C=CC=C1)OC=1C=C2C(=NC1)NC=C2)=O)[N+](=O)[O-])C2COC2